((3S,4S)-4-(4-chloro-3-trifluoromethylphenyl)piperidin-3-yl)-5,6-dihydropyrazolo[1,5-d]thieno[3,2-f][1,4]oxazepine-2-carboxamide ClC1=C(C=C(C=C1)[C@@H]1[C@H](CNCC1)C1=C(SC2=C1C=1N(CCO2)N=CC1)C(=O)N)C(F)(F)F